FC=1C=CC(=C(C(=O)N(C(C)C)C(C)C)C1)N1C=C(C=2C1=CN=CC2)C2CC1CCC(C2)N1C(=O)[C@H]1N[C@@H]2CC([C@H]1CC2)=C 5-fluoro-2-(3-{8-[(1S,3S,4R)-5-methylidene-2-azabicyclo[2.2.2]octane-3-carbonyl]-8-azabicyclo[3.2.1]octan-3-yl}-1H-pyrrolo[2,3-c]pyridin-1-yl)-N,N-di(propan-2-yl)benzamide